4-(6-(1-imino-1-thiomorpholino)pyridin-3-yl)-6-(1-methyl-1H-pyrazol-4-yl)pyrazolo[1,5-a]pyridine-3-carbonitrile N=S1CCN(CC1)C1=CC=C(C=N1)C=1C=2N(C=C(C1)C=1C=NN(C1)C)N=CC2C#N